NC=1C(=C2C(=NC1C(=O)N)N(N=C2C(=O)NC)CC)C2=C(C(=CC=C2C)O)C 5-amino-1-ethyl-4-(3-hydroxy-2,6-dimethyl-phenyl)-N3-methyl-pyrazolo[3,4-b]pyridine-3,6-dicarboxamide